(4-(2,3-dichlorophenoxy)phenyl)-3-(difluoromethyl)-1-methyl-1H-pyrazole-4-hydrazide ClC1=C(OC2=CC=C(C=C2)C2=C(C(=NN2C)C(F)F)C(=O)NN)C=CC=C1Cl